F[C@@H]1CCC2C(=C3C(=CN2)N=CC=C3)N1 (2R,7aS)-2-fluorotetrahydro-1H-bispyridopyridin